[C@H]12CN(C[C@H](CC1)N2)C2=NC(=NC1=C(C(=CC=C21)C2=CC(=CC1=CC=C(C(=C21)Cl)F)O)F)OC[C@]21CCCN1C[C@@H](C2)F 4-(4-((1R,5S)-3,8-Diazabicyclo[3.2.1]octan-3-yl)-8-fluoro-2-(((2R,7aS)-2-fluorotetrahydro-1H-pyrrolizin-7a(5H)-yl)methoxy)quinazolin-7-yl)-5-chloro-6-fluoronaphthalen-2-ol